NC(COCCOCCNC(COCCOCCNC(COCCOCCNC(COCCOCCNC(CCCOC1=CC(=C(C=C1)CO)OC)=O)=O)=O)=O)=O N-(35-amino-8,17,26,35-tetraoxo-3,6,12,15,21,24,30,33-octaoxa-9,18,27-triazapentatriacontyl)-4-(4-(hydroxymethyl)-3-methoxyphenoxy)butanamide